FC1=CC=C(C=N1)C1=NN(C(=N1)NC1=CC=C(C=C1)C1=NC(=NC=C1)N)C 4-(4-((3-(6-fluoropyridin-3-yl)-1-methyl-1H-1,2,4-triazol-5-yl)amino)phenyl)pyrimidin-2-amine